C(C1=CC=CC=C1)N1CCC(CC1)(C#N)C1=CC2=C(N=C(N=C2N[C@H](C)C2=C(C(=CC=C2)C(F)F)F)C)N=C1OC (R)-1-benzyl-4-(4-((1-(3-(difluoromethyl)-2-fluorophenyl)ethyl)amino)-7-methoxy-2-methylpyrido[2,3-d]pyrimidin-6-yl)piperidine-4-carbonitrile